ethyl 2-(3,4-diphenyl-1H-pyrrol-2-yl)-2-oxoacetate C1(=CC=CC=C1)C1=C(NC=C1C1=CC=CC=C1)C(C(=O)OCC)=O